FC=1C=C(OC2=CC=3N(C=C2)N=CN3)C=CC1[N+](=O)[O-] 7-(3-fluoro-4-nitrophenoxy)-[1,2,4]triazolo[1,5-a]pyridine